2-(Ethyl-(2-morpholinoethyl)amino)-1-ethanol C(C)N(CCO)CCN1CCOCC1